1-[(4-Fluorophenyl)methyl]-5-methyl-N-{4-[(3-methylbutyl)oxy]phenyl}-1H-1,2,3-triazole-4-carboxamide FC1=CC=C(C=C1)CN1N=NC(=C1C)C(=O)NC1=CC=C(C=C1)OCCC(C)C